FC1(CCN(CC1)C1=NC(=CC2=C1N=NC(=C2)OC)NC(C2=CC=CC=C2)C2=CC=CC=C2)F 8-(4,4-difluoropiperidin-1-yl)-N-(benzhydryl)-3-methoxypyrido[3,4-c]pyridazin-6-amine